C(C)N1C(NC2=C1C=C(C=C2)C#N)=O 3-ethyl-2-oxo-2,3-dihydro-1H-benzo[d]Imidazole-5-carbonitrile